Cl.N[C@]1(CCC=2C=3C1=C1C(=NC3C=C(C2C)F)C2=CC3=C(C(N2C1)=O)COC([C@]3(O)CC)=O)C (1S,9S)-1-amino-9-ethyl-5-fluoro-9-hydroxy-1,4-dimethyl-2,3,12,15-tetrahydro-benzo[de]pyrano[3',4':6,7]indolizino[1,2-b]quinoline-10,13(1H,9H)-dione hydrochloride